cyclohepta[b]furan-7-one O1C=2C(C=C1)=CC=CC(C2)=O